N[C@H](C(=O)NC1=CC(=C(C(=C1)F)C=1C(=[N+](C=CC1Cl)[O-])C)F)C1CCCCC1 (S)-3-(4-(2-amino-2-cyclohexylacetamido)-2,6-difluorophenyl)-4-chloro-2-methylpyridine 1-oxide